C(C)(=O)NC([C@@H](N)CS)=O N-acetyl-cysteine amide